Tert-butyl (S)-3-((5-(2-(cyclopropanecarboxamido)pyrazolo[1,5-a]pyridin-5-yl)-1-(difluoromethyl)-1H-pyrazol-4-yl)oxy)pyrrolidine-1-carboxylate C1(CC1)C(=O)NC1=NN2C(C=C(C=C2)C2=C(C=NN2C(F)F)O[C@@H]2CN(CC2)C(=O)OC(C)(C)C)=C1